C(C)(C)(C)OC(CCCCCCOC=1C=NC=C(C(=O)OC)C1)=O methyl 5-((7-(tert-butoxy)-7-oxoheptyl)oxy)nicotinate